(S)-7-chloro-N-((4-chloro-6-methyl-2-oxo-1,2-dihydropyridin-3-yl)methyl)-2,4-dimethyl-2-(1-(2,2,2-trifluoroethyl)piperidin-4-yl)benzo[d][1,3]dioxole-5-carboxamide ClC1=CC(=C(C2=C1O[C@](O2)(C2CCN(CC2)CC(F)(F)F)C)C)C(=O)NCC=2C(NC(=CC2Cl)C)=O